ClC1=CC=C(C=C1)S(=O)(=O)NCCN1CCC(CC1)CN1N=NC(=C1)C1=CN(C2=CC=CC=C12)C(=O)OC(C)(C)C tert-Butyl 3-(1-((1-(2-((4-chlorophenyl)sulfonamido)ethyl)piperidin-4-yl)methyl)-1H-1,2,3-triazol-4-yl)-1H-indole-1-carboxylate